1-[(2,2,2-trifluoroethyl)sulfonyl]piperidin-4-amine TFA salt OC(=O)C(F)(F)F.FC(CS(=O)(=O)N1CCC(CC1)N)(F)F